[Si](C)(C)(C(C)(C)C)OC[C@H](CO)C=1C=NC=C(C1)C1=CC(=C(C=C1)OC)OCCC (S)-3-((tert-butyldimethylsilyl)oxy)-2-(5-(4-methoxy-3-propoxyphenyl)pyridin-3-yl)propan-1-ol